trifluoromethyl (difluoromethyl) selenide FC(F)[Se]C(F)(F)F